(2S)-2-amino-1-[4-[4-[[3-[4-(difluoromethoxy)phenyl]imidazo[1,2-a]pyrazin-8-yl]amino]-2-methylbenzoyl]piperazin-1-yl]-3-(1H-imidazol-5-yl)propan-1-one N[C@H](C(=O)N1CCN(CC1)C(C1=C(C=C(C=C1)NC=1C=2N(C=CN1)C(=CN2)C2=CC=C(C=C2)OC(F)F)C)=O)CC2=CN=CN2